(R)-1-(3-fluorophenyl)ethyl (1-methyl-4-(5-(2,2,2-trifluoroacetamido)pyridin-2-yl)-1H-1,2,3-triazol-5-yl)carbamate CN1N=NC(=C1NC(O[C@H](C)C1=CC(=CC=C1)F)=O)C1=NC=C(C=C1)NC(C(F)(F)F)=O